CC1=NC(=CC(=C1)C[C@@H]1CN(CC1)CC1=NN=C(S1)N)C 5-[[(3S)-3-[(2,6-dimethyl-4-pyridinyl)methyl]pyrrolidin-1-yl]methyl]-1,3,4-thiadiazol-2-amine